Benzyl (2-((2-amino-6-chloropyridin-3-yl)amino)-2-oxoethyl)carbamate NC1=NC(=CC=C1NC(CNC(OCC1=CC=CC=C1)=O)=O)Cl